distyrylmethyl phenyl ether C1(=CC=CC=C1)OC(C=CC1=CC=CC=C1)C=CC1=CC=CC=C1